BrC1=C(C=CC=C1)P(Cl)Cl (2-bromophenyl)dichlorophosphine